C12OCCN(C2C1)C(=O)C=1C2=C(N(N1)C1=CC=C(C=C1)CN1CCOCC1)C=1C=CC=C(C1S(C2)(=O)=O)C 2-oxa-5-azabicyclo[4.1.0]hept-5-yl-(6-methyl-1-(4-(morpholinylmethyl)phenyl)-5,5-dioxido-1,4-dihydrothiochromeno[4,3-c]pyrazol-3-yl)methanone